4-(aminomethyl)-N-(4-fluorobenzyl)-N-(4-isobutoxybenzyl)pyridin-2-amine NCC1=CC(=NC=C1)N(CC1=CC=C(C=C1)OCC(C)C)CC1=CC=C(C=C1)F